C(C)OC([O-])=O.[Na+].FC(C(=O)[O-])(F)F.C(C)OC(=O)OCOC(C(=O)OC1CC2CCC(C1)[N+]21CCCC1)(C1=CC=CC=C1)C1=CC=CC=C1 3-(2-(((ethoxycarbonyl)oxy)methoxy)-2,2-diphenylacetoxy)spiro[bicyclo[3.2.1]octane-8,1'-pyrrolidin]-8-ium trifluoroacetate Sodium ethyl-carbonate